C(C)(C)(C)C=1C=C(C=C(C1O)C(C)(C)C)CCC(=O)N 3-(3',5'-di-tert-butyl-4'-hydroxyphenyl)propanamide